2-(4-(3,3-difluoropropoxy)-2,5-bis(methoxy-d3)phenyl)ethan-1-amine FC(CCOC1=CC(=C(C=C1OC([2H])([2H])[2H])CCN)OC([2H])([2H])[2H])F